4-(4-amino-3-methoxyphenoxy)butane-1-sulfonic acid NC1=C(C=C(OCCCCS(=O)(=O)O)C=C1)OC